N1C=CC2=CC=C(C=C12)C1=NC2=C(N1)C=CC(=C2)\N=C\C2=C(C(=C(C(=C2)Br)O)Br)O (E)-4-(((2-(1H-Indol-6-yl)-1H-benzo[d]imidazol-5-yl)imino)methyl)-2,6-dibromobenzene-1,3-diol